CCCCCCCCCCCCCCCCCCCCCCCCC(=O)N[C@@H](CO[C@H]1[C@@H]([C@H]([C@H]([C@H](O1)CO)O[C@H]2[C@@H]([C@H]([C@H]([C@H](O2)CO)O)O)O)O)O)[C@@H](/C=C/CCCCCCCCCCCCC)O The molecule is a digalactosylceramide consisting of an beta-D-galactosyl-(1->4)-beta-D-galactosyl moiety attached at position 1 of N-(pentacosanoyl)sphingosine via a glycosidic linkage. It has a role as a mouse metabolite and a rat metabolite. It derives from a beta-lactose and a pentacosanoic acid.